BrC1=C(C=2N(C=C1)N=C(N2)N2C(=CC=C2C)C)C 7-bromo-2-(2,5-dimethyl-1H-pyrrol-1-yl)-8-methyl-[1,2,4]triazolo[1,5-a]-pyridine